[Si](C1=CC=CC=C1)(C1=CC=CC=C1)(C(C)(C)C)OCCCC(CC=C)NS(=O)C(C)(C)C N-(7-((tert-butyldiphenylsilyl)oxy)hept-1-en-4-yl)-2-methylpropane-2-sulfinamide